N-phenyloctane-1,8-diamine C1(=CC=CC=C1)NCCCCCCCCN